C(C)(C)C1=C(C=CC=C1)C1N(CCC1)N=O 2-(2-isopropylphenyl)-1-nitrosopyrrolidine